(S)-tert-Butyl-3-amino-2-((tert-butoxycarbonyl)amino)propanoate C(C)(C)(C)OC([C@H](CN)NC(=O)OC(C)(C)C)=O